C(CCC)OCCCC=O 4-BUTOXYBUTANAL